ammonia ammonium salt [NH4+].N